N-(14-((2-(2,6-dioxopiperidin-3-yl)-1,3-dioxoisoindolin-4-yl)amino)-3,6,9,12-tetraoxatetradecyl)acetamide O=C1NC(CCC1N1C(C2=CC=CC(=C2C1=O)NCCOCCOCCOCCOCCNC(C)=O)=O)=O